COC(C1=CC=C(C=C1)\C=C(\C(=O)N)/C)=O (E)-4-(3-amino-2-methyl-3-oxoprop-1-en-1-yl)benzoic acid methyl ester